2-dodecyl-3-hydroxyethyl-imidazole tetrafluoroborate F[B-](F)(F)F.C(CCCCCCCCCCC)C1=NC=CN1CCO